C([13C](=O)C)(=O)[O-] [2-13C]pyruvate